3-(2-(((1-fluorocyclopropyl)methyl)amino)propyl)-2-methylaniline FC1(CC1)CNC(CC=1C(=C(N)C=CC1)C)C